O.C(=C(C)O)O (2S)-1,2-propendiol, hydrate